C(CC)(=O)N1CCC2=CC(=CC=C12)B(O)O (1-propionylindolin-5-yl)boronic Acid